COC=1C=C(C=CC1OC)C1=NOC(=N1)C1CCN(CC1)C(=O)[C@@H]1CC(N(C1)C1=CC=CC=C1)=O (4R)-4-[4-[3-(3,4-dimethoxyphenyl)-1,2,4-oxadiazol-5-yl]piperidine-1-carbonyl]-1-phenyl-pyrrolidin-2-one